CC1=C(C(=O)C2=CC=C(N2)C(=O)N2C[C@H](CC2)C(=O)NC2=CC(=C(C(=C2)F)F)F)C=CC=N1 (S)-1-(5-(2-methylnicotinoyl)-1H-pyrrole-2-carbonyl)-N-(3,4,5-trifluorophenyl)pyrrolidine-3-carboxamide